4-((5-(2-(6-Aminopicolinamido)ethyl)-2-methoxy-3-(1-methyl-1H-pyrazol-3-yl)phenyl)amino)-6-Chloro-N-methylpyridazine-3-carboxamide NC1=CC=CC(=N1)C(=O)NCCC=1C=C(C(=C(C1)NC1=C(N=NC(=C1)Cl)C(=O)NC)OC)C1=NN(C=C1)C